1-(6-methyl-4-(trifluoromethyl)pyridin-2-yl)-5-oxopyrrolidine-2-carboxamide CC1=CC(=CC(=N1)N1C(CCC1=O)C(=O)N)C(F)(F)F